ClC=1C(=NC(=NC1)NC1=C(C=C(C(=C1)C)C=1CCN(CC1)C1CCOCC1)OC(C)C)NC1=C(C=CC=C1)S(=O)(=O)C(C)C 5-chloro-N2-(2-isopropoxy-5-methyl-4-(1-(tetrahydro-2H-pyran-4-yl)-1,2,3,6-tetrahydropyridin-4-yl)phenyl)-N4-(2-(isopropylsulfonyl)phenyl)pyrimidine-2,4-diamine